COC1=CC=C(C=C1)N1CN(CC1C1=C(C=CC=C1)O)C1=CC=CC=C1 2-(3-(4-methoxyphenyl)-1-phenylimidazolin-4-yl)phenol